O[C@@H]1C[C@H](N(C1)C(=O)[C@H](C(C)(C)C)NC(COCC(=O)O)=O)C(NCC1=CC=C(C=C1)C1=C(N=CS1)C)=O 2-[2-[[(1S)-1-[(2S,4R)-4-hydroxy-2-[[4-(4-methylthiazol-5-yl)phenyl]methylcarbamoyl]pyrrolidine-1-carbonyl]-2,2-dimethyl-propyl]amino]-2-oxo-ethoxy]acetic acid